FC(C=1C=C(C=C(C1)C(F)(F)F)C1=NN(C=N1)\C=C/C(=O)N1N(CCC1)CC#N)(F)F (Z)-2-(2-(3-(3-(3,5-bis(trifluoromethyl)phenyl)-1H-1,2,4-triazol-1-yl)acryloyl)pyrazolidin-1-yl)acetonitrile